4-(4-(cyclopentylmethoxy)phenyl)-1H-1,2,3-triazole-5-carboxylic acid C1(CCCC1)COC1=CC=C(C=C1)C=1N=NNC1C(=O)O